CC1([C@@H]([C@H]1C=C(C)C)C(=O)OC(C1=COC=C1)CC1=CC=CC=C1)C benzyl-3-furylmethyl (1R,3R)-2,2-dimethyl-3-(2-methylprop-1-enyl)cyclopropanecarboxylate